CS(=O)(=O)N1CCN(CC1)C1=CC(=NC=C1)NC=1SC2=C(N1)C=CC(=C2)C=2C=NNC2 N-(4-(4-(methylsulfonyl)piperazin-1-yl)pyridin-2-yl)-6-(1H-pyrazol-4-yl)benzo[d]thiazol-2-amine